(2s,3r)-3-amino-2-(3-chloro-2-fluorobenzyl)-4,4-difluoropyrrolidine-1-carboxylic acid tert-butyl ester C(C)(C)(C)OC(=O)N1[C@H]([C@H](C(C1)(F)F)N)CC1=C(C(=CC=C1)Cl)F